C1(=CC=C(C=C1)N(C1=CC=2C(C3=CC=CC=C3C2C=C1)(C)C)C1=CC=C(C=C1)C=1C=CC=2N(C3=CC=CC=C3C2C1)C1=CC=CC=C1)C1=CC=CC=C1 N-([1,1'-bi-phenyl]-4-yl)-9,9-dimethyl-N-(4-(9-phenyl-9H-carbazol-3-yl)phenyl)-9H-fluoren-2-amine